ClC=1C=CC2=C(C(=N[C@H](C=3N2C(=NN3)SCC)CCC(=O)OC)C3=C(C=CC=C3)F)C1 methyl (S)-3-(8-chloro-6-(2-fluorophenyl)-1-(ethylthio)-4H-benzo[f][1,2,4]triazolo[4,3-a][1,4]diazepin-4-yl)propionate